N-[4-[1-(difluoromethyl)benzimidazol-5-yl]oxy-2-fluoro-3-methyl-phenyl]-6-piperazin-1-yl-quinazolin-4-amine hydrochloride Cl.FC(N1C=NC2=C1C=CC(=C2)OC2=C(C(=C(C=C2)NC2=NC=NC1=CC=C(C=C21)N2CCNCC2)F)C)F